BrC=1C(=NC(=NC1)Cl)OCC1=CC=C(C=C1)OC 5-bromo-2-chloro-4-((4-methoxybenzyl)oxy)pyrimidine